ClC=1C=NN2C1N=C(C=C2N[C@@H]2C[C@H](CC2)NC(OC(C)(C)C)=O)\C(=C\C)\CC tert-butyl N-[(1S,3S)-3-[[3-chloro-5-[(E)-1-ethylprop-1-enyl] pyrazolo[1,5-a]pyrimidin-7-yl] amino] cyclopentyl]carbamate